4,4,5,5-tetramethyl-2-(3-oxabicyclo[4.1.0]heptan-6-yl)-1,3,2-dioxaborolane CC1(OB(OC1(C)C)C12CCOCC2C1)C